ClC=1C=CC(=C(C1)C1=C2C(=NC(=C1)C)C(=CS2)C(=O)OC(C)(C)C)OCCN2C(=NC1=CC(=CC(=C1C2=O)OCC2=CC=C(C=C2)OC)C(F)(F)F)C tert-butyl 7-(5-chloro-2-(2-(5-((4-methoxybenzyl)oxy)-2-methyl-4-oxo-7-(trifluoromethyl)quinazolin-3(4H)-yl)ethoxy)phenyl)-5-methylthieno[3,2-b]pyridine-3-carboxylate